Tetraethylenglycol di-methyl ether COCCOCCOCCOCCOC